CC1=C(C=C(C(=C1C)O)C)O 2,3,5-Trimethylbenzene-1,4-diol